3-chloro-3',4',5'-triphenyl-1,1':2',1''-terphenyl ClC=1C=C(C=CC1)C=1C(=C(C(=C(C1)C1=CC=CC=C1)C1=CC=CC=C1)C1=CC=CC=C1)C1=CC=CC=C1